2-(3-bromo-5-(methylsulfonyl)phenyl)propanol BrC=1C=C(C=C(C1)S(=O)(=O)C)C(CO)C